4-(3-(3,4,5-trimethoxyphenyl)acryloyl)piperazine COC=1C=C(C=C(C1OC)OC)C=CC(=O)N1CCNCC1